2-methyl-2-(3-methyl-4-(4-(methylamino)-5-(trifluoromethyl)pyrimidin-2-ylamino)-1H-pyrazol-1-yl)propanenitrile CC(C#N)(C)N1N=C(C(=C1)NC1=NC=C(C(=N1)NC)C(F)(F)F)C